FC1=C(C=C(C=C1)OC(F)(F)F)NC(OCC1=CC=C2C=C(C(=NC2=C1)C)C1C(NC(CC1)=O)=O)=O (3-(2,6-dioxopiperidin-3-yl)-2-methylquinolin-7-yl)methyl (2-fluoro-5-(trifluoromethoxy)phenyl)carbamate